ethyl (2-(2,4,5-tri-methylcyclohex-2-en-1-yl)ethyl) carbonate C(OCC)(OCCC1C(=CC(C(C1)C)C)C)=O